S1CCN(CC1)C[C@@]1([C@H](O)[C@H](O)[C@@H](CO)O1)C1=CNC(=O)NC1=O 1-Thiomorpholinomethylpseudouridine